C(=O)N[C@H](C)C=1C=C(OCCCN(C(OC(C)(C)C)=O)C)C=CC1 tert-butyl (R)-(3-(3-(1-formamidoethyl)phenoxy)propyl)(methyl)carbamate